(4-(4-(2-(3,4-dimethoxyphenyl)-1-methyl-1H-pyrrolo[3,2-b]pyridin-6-yl)phenyl)piperazin-1-yl)-2-methylpropan-2-ol COC=1C=C(C=CC1OC)C1=CC2=NC=C(C=C2N1C)C1=CC=C(C=C1)N1CCN(CC1)CC(C)(O)C